(S)-N-((4-carbamimidoylthiophen-2-yl)methyl)-1-(4-(4-phenoxyphenyl)butanoyl)pyrrolidine-2-carboxamide C(N)(=N)C=1C=C(SC1)CNC(=O)[C@H]1N(CCC1)C(CCCC1=CC=C(C=C1)OC1=CC=CC=C1)=O